N(=[N+]=[N-])CCOCC12CC(N(C2C1)C(CNC(=O)C=1C=CC=2C(C3=CC=CC=C3C2C1)(F)F)=O)C(=O)O 5-((2-azidoethoxy)methyl)-2-((9,9-difluoro-9H-fluorene-3-carbonyl)glycyl)-2-azabicyclo[3.1.0]hexane-3-carboxylic acid